5-Fluoro-N-(4-(trifluoromethyl)benzyl)thiophene-2-carboxamide FC1=CC=C(S1)C(=O)NCC1=CC=C(C=C1)C(F)(F)F